C(C)(C)(C)OC(=O)N1C(C=CC1)C1=NC=C(C=N1)F (5-Fluoropyrimidin-2-yl)-2,5-dihydro-1H-pyrrole-1-carboxylic acid tert-butyl ester